2-(2-indolyl)-N-(thiazol-2-yl)acetamide N1C(=CC2=CC=CC=C12)CC(=O)NC=1SC=CN1